CN1CCC2(CC1)C(NC1=CC=C(C=C12)C1NCC(CC1)C)=O Methyl-5-(5-methylpiperidin-2-yl)spiro[indol-3,4'-piperidin]-2-one